N,N-bis(4-methoxybenzyl)-1-(tetrahydro-2H-pyran-2-yl)-1H-pyrazole-3-sulfonamide COC1=CC=C(CN(S(=O)(=O)C2=NN(C=C2)C2OCCCC2)CC2=CC=C(C=C2)OC)C=C1